(9H-carbazol-3-yl)pinacol borate B(O)(O)O.C1=CC(=CC=2C3=CC=CC=C3NC12)CC(O)(C)C(C)(C)O